1-benzyl-3-(3-(trifluoromethyl)phenyl)-1-(1-(3,3,3-trifluoropropyl)piperidin-4-yl)urea C(C1=CC=CC=C1)N(C(=O)NC1=CC(=CC=C1)C(F)(F)F)C1CCN(CC1)CCC(F)(F)F